1-(3-((4-fluorophenyl)ethynyl)-4-(2-methyl-4-oxo-3,4-Dihydroquinazoline-7-yl)phenyl)-3-(2-(pyridin-3-yl)ethyl)urea FC1=CC=C(C=C1)C#CC=1C=C(C=CC1C1=CC=C2C(NC(=NC2=C1)C)=O)NC(=O)NCCC=1C=NC=CC1